Methyl (S)-4-amino-3-methoxy-5-(((tetrahydrofuran-2-yl)methyl)amino)benzoate NC1=C(C=C(C(=O)OC)C=C1NC[C@H]1OCCC1)OC